(2S)-N-[2-[6-[(5-cyclobutylthiazol-2-yl)amino]-2-ethyl-pyrimidin-4-yl]oxyethyl]-2-(methylamino)propanamide C1(CCC1)C1=CN=C(S1)NC1=CC(=NC(=N1)CC)OCCNC([C@H](C)NC)=O